CC1=C(OC=2CCC3=CN(N=C3C21)CC2=NC=CC=C2)C(=O)NCC=2C=NOC2 8-Methyl-N-(1,2-oxazol-4-ylmethyl)-2-(pyridin-2-ylmethyl)-4,5-dihydro-2H-furo[2,3-g]indazole-7-carboxamide